4-Iodo-N-(pyrazolo[1,5-a]pyridin-3-yl)-2-(6-azaspiro[2.5]oct-6-yl)benzamide IC1=CC(=C(C(=O)NC=2C=NN3C2C=CC=C3)C=C1)N1CCC3(CC3)CC1